dimethyl-2-[[5-[4-(4-piperidyl)piperazin-1-yl]-2-pyridyl]amino]pyrrolo[2,3-d]-pyrimidine-6-carboxamide CC1C(=NC=2N=C(N=C(C21)C)NC2=NC=C(C=C2)N2CCN(CC2)C2CCNCC2)C(=O)N